ClC1CC(C1)(C1=NN=CN1C)C=1C=C(C=CC1)N1C(C2=CC(=CC(=C2C1)C(F)(F)F)CNC1(CCC1)C)=O 2-(3-((1s,3s)-3-chloro-1-(4-methyl-4H-1,2,4-triazol-3-yl)cyclobutyl)phenyl)-6-(((1-methylcyclobutyl)amino)methyl)-4-(trifluoromethyl)isoindolin-1-one